C(C1=CC=CC=C1)(=O)N(C=1C(=C(C(=O)NC2=C(C=C(C=C2C(F)(F)F)C(C(C(F)(F)F)(F)F)(C(F)(F)F)F)Br)C=CC1)F)C 3-(benzoylmethylamino)-N-[2-bromo-4-[1,2,2,3,3,3-hexafluoro-1-(trifluoromethyl)propyl]-6-(trifluoromethyl)phenyl]-2-fluorobenzamide